O1CC(C1)C(C1COC1)(C1COC1)[SiH2]OC(C)=O tri(oxetan-3-yl)methylacetoxysilane